C(C)(C)(C)OC(=O)NC12CC(C1)(C2)N2C=NC(=C2)C(=O)OCC ethyl 1-(3-((tert-butoxycarbonyl)amino)bicyclo[1.1.1]pentan-1-yl)-1H-imidazole-4-carboxylate